C(C1=CC=CC=C1)OC[C@H](CSC=1C(=C(C=C2C(NC(NC12)=O)=O)C(F)(F)F)C1=C(C=C(C=C1)F)F)N(C)C 8-[(2R)-3-benzyloxy-2-(dimethylamino)propyl]sulfanyl-7-(2,4-difluorophenyl)-6-(trifluoromethyl)-1H-quinazoline-2,4-dione